N-((1S,4S)-4-((6-Chloro-2-(Trifluoromethyl)Quinolin-4-Yl)Amino)Cyclohexyl)-3-(Methylsulfonamido)Benzamide ClC=1C=C2C(=CC(=NC2=CC1)C(F)(F)F)NC1CCC(CC1)NC(C1=CC(=CC=C1)NS(=O)(=O)C)=O